7-Methyl-1,5-benzodioxepin-3-one CC1=CC2=C(OCC(CO2)=O)C=C1